3-fluoro-4-[(6-fluoro-2-pyridinyl)oxymethyl]benzonitrile FC=1C=C(C#N)C=CC1COC1=NC(=CC=C1)F